(R)-2-methyl-N-((R)-8-(1-methyl-5-((1-methyl-1H-pyrrolo[2,3-b]pyridin-4-yl)thio)-6-carbonyl-1,6-dihydropyrimidin-2-yl)-8-azaspiro[4.5]decan-1-yl)propane-2-sulfinamide Tin [Sn].CC(C)(C)[S@@](=O)N[C@@H]1CCCC12CCN(CC2)C=2N(C(C(=CN2)SC2=C1C(=NC=C2)N(C=C1)C)=C=O)C